(5-methyl-2-(thiazol-2-yl)pyridin-3-yl)((1S,4S,6R)-6-((5-(trifluoromethyl)pyridin-2-yl)amino)-2-azabicyclo[2.2.1]heptan-2-yl)methanone CC=1C=C(C(=NC1)C=1SC=CN1)C(=O)N1[C@@H]2[C@@H](C[C@H](C1)C2)NC2=NC=C(C=C2)C(F)(F)F